FC1=NN(N=C1)C=1C=C(C=CC1C(F)(F)F)NC(=O)N1[C@@H]2C[C@H](C[C@]1(C2)C=2OC(=NN2)C)C(F)(F)F (1S,3R,5R)-N-(3-(4-fluoro-2H-1,2,3-triazol-2-yl)-4-(trifluoromethyl)phenyl)-1-(5-methyl-1,3,4-oxadiazol-2-yl)-3-(trifluoromethyl)-6-azabicyclo[3.1.1]heptane-6-carboxamide